C[C@H]1C(C(N(C1)C=1C=C2C(=NC=NC2=CC1)NC1=CC(=C(C=C1)OC1=CC2=C(N(C=N2)C)C=C1)C)=O)=C (S)-4-methyl-1-(4-((3-methyl-4-((1-methyl-1H-benzo[d]imidazol-5-yl)oxy)phenyl)amino)quinazolin-6-yl)-3-methylenepyrrolidin-2-one